1-[5-(5-fluoro-2-methoxypyridin-4-yl)-1H-pyrazole-3-carbonyl]-N-(1-[1-[(4-methoxyphenyl)methyl]-3-methylindazol-5-yl]ethyl)piperidine-4-carboxamide FC=1C(=CC(=NC1)OC)C1=CC(=NN1)C(=O)N1CCC(CC1)C(=O)NC(C)C=1C=C2C(=NN(C2=CC1)CC1=CC=C(C=C1)OC)C